3-fluoro-5-(4-fluorotetrahydro-2H-pyran-4-carbonyl)benzoic acid FC=1C=C(C(=O)O)C=C(C1)C(=O)C1(CCOCC1)F